(3S,4S)-3,4-bis((5-hydroxypentyl)oxy)pyrrolidine-1-carboxylic acid tert-butyl ester C(C)(C)(C)OC(=O)N1C[C@@H]([C@H](C1)OCCCCCO)OCCCCCO